N-(3-(tert-butylcarbamoyl)phenyl)-6-((1-hydroxy-2-methylpropan-2-yl)amino)-2-(6-azaspiro[2.5]octan-6-yl)nicotinamide C(C)(C)(C)NC(=O)C=1C=C(C=CC1)NC(C1=C(N=C(C=C1)NC(CO)(C)C)N1CCC2(CC2)CC1)=O